ClC=1C(=CC(=C(C1)S(=O)(=O)NC=1SC=CN1)F)NC1(CCC1)C1=C(C=CC=C1)F 5-chloro-2-fluoro-4-((1-(2-fluorophenyl)cyclobutyl)amino)-N-(thiazol-2-yl)benzenesulfonamide